(R)-6-((2-(3-amino-4,4-difluoropiperidin-1-yl)-4,6-difluoro-1H-benzo[d]imidazol-1-yl)methyl)nicotinonitrile hydrochloride Cl.N[C@@H]1CN(CCC1(F)F)C1=NC2=C(N1CC1=NC=C(C#N)C=C1)C=C(C=C2F)F